N-[(1-hydroxycyclobutyl)methyl]-4-({4-[({2-[methyl(methylsulfonyl)amino]pyridin-3-yl}methyl)amino]-5-(trifluoromethyl)pyrimidin-2-yl}amino)benzamide OC1(CCC1)CNC(C1=CC=C(C=C1)NC1=NC=C(C(=N1)NCC=1C(=NC=CC1)N(S(=O)(=O)C)C)C(F)(F)F)=O